O1CN=C2C1=CC1=CC=CC1=C2 indeno[5,6-d]oxazol